Octaphenyl-cyclotetrasiloxane C1(=CC=CC=C1)[Si]1(O[Si](O[Si](O[Si](O1)(C1=CC=CC=C1)C1=CC=CC=C1)(C1=CC=CC=C1)C1=CC=CC=C1)(C1=CC=CC=C1)C1=CC=CC=C1)C1=CC=CC=C1